8-(1-aminoethyl)-3,6-dimethyl-2-(4-methyl-1-piperidyl)quinazolin-4-one NC(C)C=1C=C(C=C2C(N(C(=NC12)N1CCC(CC1)C)C)=O)C